2-(7-bromo-1,5-naphthyridin-2-yl)-1-(5-fluoro-6-methylpyridin-2-yl)ethan-1-one BrC1=CN=C2C=CC(=NC2=C1)CC(=O)C1=NC(=C(C=C1)F)C